7-bromo-6-chloro-N-((1-(dimethylamino)cyclobutyl)methyl)-8-fluoro-2-(((2R,7aS)-2-Fluorotetrahydro-1H-pyrrolizin-7a(5H)-yl)methoxy)quinazolin-4-amine BrC1=C(C=C2C(=NC(=NC2=C1F)OC[C@]12CCCN2C[C@@H](C1)F)NCC1(CCC1)N(C)C)Cl